FC=1C=C(C(=C(C#N)C1)C(C)(C)O)C1=CC2=C(NC=N2)C=C1 5-fluoro-2-(2-hydroxypropan-2-yl)-3-(1H-benzimidazol-5-yl)benzonitrile